di-sec-butylamine C(C)(CC)NC(C)CC